Furan-3-carboxamide triFluoroacetate FC(C(=O)O)(F)F.O1C=C(C=C1)C(=O)N